(3S)-7-(Benzylmethoxy)-5-fluoro-6-[(2-methoxy-2-oxoethyl)amino]-3-(4-methylpentyl)-3,4-dihydroisoquinoline-2(1H)-carboxylic acid tert-butyl ester C(C)(C)(C)OC(=O)N1CC2=CC(=C(C(=C2C[C@@H]1CCCC(C)C)F)NCC(=O)OC)OCCC1=CC=CC=C1